4-amino-7-bromo-1-[(3,5-dimethoxyphenyl)methyl]Pyrido[3,2-d]Pyrimidin-2-one NC=1C2=C(N(C(N1)=O)CC1=CC(=CC(=C1)OC)OC)C=C(C=N2)Br